Ethyl acetat C(C)(=O)OCC